4,6-dibromo-2-(naphthalen-2-yl)-benzoxazole BrC1=CC(=CC2=C1N=C(O2)C2=CC1=CC=CC=C1C=C2)Br